Isopropyl ((S)-(((2R,3S,5R)-5-(6-amino-2-fluoro-9H-purin-9-yl)-2-ethynyl-3-hydroxytetrahydrofuran-2-yl) methoxy)(phenoxy)phosphoryl)-L-alaninate NC1=C2N=CN(C2=NC(=N1)F)[C@H]1C[C@@H]([C@@](O1)(C#C)CO[P@](=O)(OC1=CC=CC=C1)N[C@@H](C)C(=O)OC(C)C)O